C(CCCCCCCCCCCCCCCCCCC)(=O)OCCCCCCCCCCCCCCCCCC stearyl eicosanate